4-(4-chloro-2-fluorophenyl)butan ClC1=CC(=C(C=C1)CCCC)F